C1=CC=CC=2C3=CC=CC=C3N(C12)CC(CN1S(CCC1)(=O)=O)O 1-carbazol-9-yl-3-(1,1-dioxo-isothiazolin-2-yl)-2-propanol